4-(2,6-dichlorobenzamido)-N-(1-(hept-6-yn-1-yl)piperidin-4-yl)-1H-pyrazole-3-carboxamide ClC1=C(C(=O)NC=2C(=NNC2)C(=O)NC2CCN(CC2)CCCCCC#C)C(=CC=C1)Cl